((2R,3S,4R,5R)-5-(4-aminopyrrolo[2,1-f][1,2,4]triazin-7-yl)-5-cyano-3,4-dihydroxytetrahydrofuran-2-yl) methylcyclohexanecarboxylate hydrobromide Br.CC1(CCCCC1)C(=O)O[C@H]1O[C@@]([C@@H]([C@@H]1O)O)(C#N)C1=CC=C2C(=NC=NN21)N